C(#C)C=1C(=CC=C2C=CC=C(C12)C1=C(C=2N=C(N=C(C2C=N1)N(C[C@@H]1NCCC1)C)OC[C@]12CCCN2C[C@@H](C1)F)F)F 7-(8-ethynyl-7-fluoronaphthalen-1-yl)-8-fluoro-2-(((2R,7aS)-2-fluorotetrahydro-1H-pyrrolizin-7a(5H)-yl)methoxy)-N-methyl-N-(((R)-pyrrolidin-2-yl)methyl)pyrido[4,3-d]pyrimidin-4-amine